2-[(4-{1-[(4-chloro-2-fluorophenyl)methyl]-2,3-dihydro-1H-indol-6-yl}-2,6-difluorophenyl)methyl]-1-{[(2S)-oxetan-2-yl]methyl}-1H-1,3-benzodiazole-6-carboxylic acid ClC1=CC(=C(C=C1)CN1CCC2=CC=C(C=C12)C1=CC(=C(C(=C1)F)CC1=NC2=C(N1C[C@H]1OCC1)C=C(C=C2)C(=O)O)F)F